1-benzyl-3-methyl-2-oxo-1,2,3,4-tetrahydroquinazoline-7-carboxylic acid methyl ester COC(=O)C1=CC=C2CN(C(N(C2=C1)CC1=CC=CC=C1)=O)C